CN1C(=N[C@@](CC1=O)(C1=CC2=C(SC3=C2C=C(C=C3)C(F)(F)F)C=C1)C)NC(OC(C)(C)C)=O (S)-tert-butyl (1,4-dimethyl-6-oxo-4-(8-(trifluoromethyl)dibenzo[b,d]thiophen-2-yl)-1,4,5,6-tetrahydropyrimidin-2-yl)carbamate